FC1=C(C=CC(=C1)C1=NN(C=N1)C1=NC=C(C=C1)OC(F)(F)F)NC(=O)\N=C\1/SCC(N1C1=C(C=CC(=C1)C)OCCC(F)(F)F)=O (Z)-1-(2-fluoro-4-(1-(5-(trifluoromethoxy)pyridin-2-yl)-1H-1,2,4-triazol-3-yl)phenyl)-3-(3-(5-methyl-2-(3,3,3-trifluoropropoxy)phenyl)-4-oxothiazolidin-2-ylidene)urea